tetrahydrofuran-3,4-diyl Diacetate C(C)(=O)OC1COCC1OC(C)=O